ClC1=NC=CC(=C1)OC1=C(C=C(COC=2C=C3N(C(N2)=O)CC24N3CC(C2)C4)C=C1)F ((4-((2-chloropyridin-4-yl)oxy)-3-fluorobenzyl)oxy)-7,8-dihydro-1H,6H,9H-7,8a-methanopyrrolo[1',2':3,4]imidazo[1,2-c]pyrimidin-1-one